C(C)[C@@]1(CCC=C(C1)CCCC=C)C |r| (+-)-1-(5-ETHYL-5-METHYL-1-CYCLOHEXEN-1-YL)-4-PENTEN